methyl (2R,3S,3aR,6aR)-3-((4-methoxybenzyl)amino)-2-((((1s,4S)-4-phenylcyclohexyl)oxy)methyl)hexahydrocyclopenta[b]pyrrole-1(2H)-carboxylate COC1=CC=C(CN[C@H]2[C@@H]3[C@H](N([C@H]2COC2CCC(CC2)C2=CC=CC=C2)C(=O)OC)CCC3)C=C1